2-[[4-amino-8-(4-trans-aminocyclohexoxy)spiro[6H-benzo[h]quinazoline-5,1'-cyclopentane]-7-yl]-methyl-amino]ethanol NC1=NC=NC=2C3=C(CC4(CCCC4)C12)C(=C(C=C3)OC3(CCCCC3)N)N(CCO)C